4-(3,5-difluorophenoxy)-2,2-difluoro-7-(trifluoromethylsulfanyl)indan-1-one FC=1C=C(OC2=C3CC(C(C3=C(C=C2)SC(F)(F)F)=O)(F)F)C=C(C1)F